FC(C1=C(COC2=CC=C3CCN(CC3=C2)C(C=C)=O)C=CC=C1)(F)F 1-(7-((2-(trifluoromethyl)benzyl)oxy)-3,4-dihydroisoquinolin-2(1H)-yl)prop-2-en-1-one